CN1CCN(CC1)CC=1C=C(C=CC1)C=1C=C2C(=NC1)NC=C2C=2C=C(C=CC2)N 3-{5-[3-(4-Methyl-piperazin-1-ylmethyl)-phenyl]-1H-pyrrolo[2,3-b]pyridin-3-yl}-phenylamine